CN(CCC1CCN(CC1)C(=O)[C@H](CC(C)C)N1C([C@@H](NCC1)CC(C)C)=O)CC1=CC=C(C=C1)F (S)-1-[(S)-1-{[4-(2-{N-Methyl[(p-fluorophenyl)meth-yl]amino}ethyl)-1-piperidyl]carbonyl}-3-methylbutyl]-3-isobutyl-2-piperazinone